BrC1=CC=C(C=C1)[C@@]12[C@@H]([C@@H]([C@@](C=3C(=CN=CC3Cl)O1)(C2=O)O)C(=O)OC)C2=CC=CC=C2 |&1:7| rac-methyl (3S,4S,5R)-2-(4-bromophenyl)-6-chloro-5-hydroxy-10-oxo-3-phenyl-2,3,4,5-tetrahydro-2,5-methanooxepino[2,3-c]pyridine-4-carboxylate